N1N=CC(=C1)S(=O)(=O)N1CCC(CC1)C1=C(C(N=C(N1)C=1SC=CN1)C1=C(C(=CC=C1)F)Cl)C(=O)OC methyl 6-(1-((1H-pyrazol-4-yl)sulfonyl)piperidin-4-yl)-4-(2-chloro-3-fluorophenyl)-2-(thiazol-2-yl)-1,4-dihydropyrimidine-5-carboxylate